C(C(O)CC(=O)[O-])(=O)[O-].[Ca+2].[Ca+2].C(C(O)CC(=O)[O-])(=O)[O-] DICALCIUM MALAT